The molecule is a pyrrolopyrimidine that is 7-deazaguanine bearing a carboxylic acid substituent at the 7 position. It is a pyrrolopyrimidine and a monocarboxylic acid. It is a conjugate acid of a 7-carboxylato-7-deazaguanine. C1=C(C2=C(N1)N=C(NC2=O)N)C(=O)O